CS(=O)(=O)C1=CC=C(C=C1)C1=CC2=NC=CC(=C2O1)C1=CC(=NC=C1)N1CCC(CC1)C(C)(C)O 2-(1-(4-(2-(4-(methylsulfonyl)phenyl)furo[3,2-b]pyridin-7-yl)pyridin-2-yl)piperidin-4-yl)propan-2-ol